5-({[1-(2,4-Difluorophenyl)cyclopropyl]carbonyl}amino)-2-(1-isobutyl-1H-pyrazol-4-yl)benzoic acid FC1=C(C=CC(=C1)F)C1(CC1)C(=O)NC=1C=CC(=C(C(=O)O)C1)C=1C=NN(C1)CC(C)C